C(C1=CC=CC=C1)N1C(CN(CC1)C(=O)OC(C)(C)C)C(=O)O 1-benzyl-4-tert-butoxycarbonyl-piperazine-2-carboxylic acid